4-bromo-2-chloro-1-fluorobenzene BrC1=CC(=C(C=C1)F)Cl